C(C)OC(=O)[C@H]1[C@H](C1)C1=CC(=CC=C1)Br |r| rac-cis-2-(3-bromophenyl)cyclopropane-1-carboxylic acid ethyl ester